N-(2,2,2-trifluoro-1-(3-nitrophenyl)ethyl)-2-(3-(trifluoromethyl)phenyl)acetamide FC(C(C1=CC(=CC=C1)[N+](=O)[O-])NC(CC1=CC(=CC=C1)C(F)(F)F)=O)(F)F